8-(4-(dimethylamino)piperidin-1-yl)-N-(2-ethoxy-4-(4-methyl-4H-1,2,4-triazol-3-yl)phenyl)-6-methylpyrido[3,4-d]pyrimidin-2-amine CN(C1CCN(CC1)C1=NC(=CC2=C1N=C(N=C2)NC2=C(C=C(C=C2)C2=NN=CN2C)OCC)C)C